(3-Chloro-4-methoxyphenyl)-4-(8-methoxy-5-methyl-2-oxo-1,2-dihydroquinazolin-3(4H)-yl)cyclohexanecarboxamide ClC=1C=C(C=CC1OC)C1(CCC(CC1)N1C(NC2=C(C=CC(=C2C1)C)OC)=O)C(=O)N